[(R)-3-Acetylamino-1-(4-bromobenzyl)-3-t-butylcarbamoylbutyl]carbamic acid t-butyl ester C(C)(C)(C)OC(N[C@@H](CC(C)(C(NC(C)(C)C)=O)NC(C)=O)CC1=CC=C(C=C1)Br)=O